Cl[C@H]1N2C(N[C@H](CC1)C2)=O (2R,5R)-2-chloro-7-oxo-1,6-diazabicyclo[3.2.1]octan